C1(CCCCC1)S(=O)(=O)C(S(=O)(=O)C(C)(C)CC)=[N+]=[N-] 1-Cyclohexylsulfonyl-1-(tert-pentylsulfonyl)diazomethane